Tert-butyl N-[2-[2-[2-[2-[2-[benzyl(methyl)amino]ethoxy]ethoxy]ethoxy] ethoxy]ethyl]-N-tert-butoxycarbonyl-carbamate C(C1=CC=CC=C1)N(CCOCCOCCOCCOCCN(C(OC(C)(C)C)=O)C(=O)OC(C)(C)C)C